tri-(1-pyrrolidinyl)Phosphonium N1(CCCC1)[PH+](N1CCCC1)N1CCCC1